[4-({4-Amino-7-isopropyl-5-[4-(trifluoromethyl)phenyl]-7H-pyrrolo[2,3-d]pyrimidin-2-yl}amino)-3-fluorophenyl](1-piperazinyl)methanone NC=1C2=C(N=C(N1)NC1=C(C=C(C=C1)C(=O)N1CCNCC1)F)N(C=C2C2=CC=C(C=C2)C(F)(F)F)C(C)C